isobutyrylpiperidin C(C(C)C)(=O)N1CCCCC1